ClC1=C(C=CC=C1)[C@@H]1[C@](O1)(C1=C(C=C(C=C1)F)F)CN1N=CN=C1S |o1:7,8| 2-[rel-(2S,3R)-3-(2-chlorophenyl)-2-(2,4-difluorophenyl)-oxiranylmethyl]-2H-[1,2,4]triazole-3-thiol